Methyl 2-(((4aRS,7aSR)-4-(6-((4-chloro-2-fluorobenzyl)oxy)pyridin-2-yl)hexahydrofuro[3,4-b]pyrazin-1(2H)-yl)methyl)-1-(((S)-oxetan-2-yl)methyl)-1H-benzo[d]imidazole-6-carboxylate ClC1=CC(=C(COC2=CC=CC(=N2)N2[C@@H]3[C@H](N(CC2)CC2=NC4=C(N2C[C@H]2OCC2)C=C(C=C4)C(=O)OC)COC3)C=C1)F |&1:14,15|